CCCCCCCCCCCCC(=O)OC[C@H](COP(=O)([O-])OCC[N+](C)(C)C)OC(=O)CCC/C=C\C/C=C\C/C=C\C/C=C\C/C=C\CC 1-tridecanoyl-2-(5Z,8Z,11Z,14Z,17Z-eicosapentaenoyl)-glycero-3-phosphocholine